FC1=CC=C(CC=2C=3N(C4=C(C2)N(CC4(C)C)C(CN4[C@H](CN[C@@H](C4)C)CN4[C@@H](COCC4)C)=O)C(=NC3)C)C=C1 1-(4-(4-fluorobenzyl)-1,8,8-trimethyl-7,8-dihydro-6H-imidazo[1,5-a]pyrrolo[2,3-e]pyridin-6-yl)-2-((2R,5R)-5-methyl-2-(((R)-3-methylmorpholino)methyl)piperazin-1-yl)ethan-1-one